(difluoro(2-(((S,8S,10aR)-8-(methyl(phenyl)carbamoyl)-6-oxo-3-(2-phenylacetyl)decahydropyrrolo[1,2-a][1,5]diazocin-5-yl)carbamoyl)-1H-indol-5-yl)methyl)phosphonic acid FC(C=1C=C2C=C(NC2=CC1)C(N[C@H]1CN(CC[C@@H]2N(C1=O)[C@@H](CC2)C(N(C2=CC=CC=C2)C)=O)C(CC2=CC=CC=C2)=O)=O)(F)P(O)(O)=O